Cl.Cl.C[C@@H]1CN(C[C@@H](N1)C)C1=CC=C(N=N1)C1=NC=C(C=C1O)C=1C=CC=2N(C1)C=C(N2)C 2-{6-[(3r,5s)-3,5-dimethylpiperazin-1-yl]pyridazin-3-yl}-5-(2-methylimidazo[1,2-a]pyridin-6-yl)pyridin-3-ol dihydrochloride